2-methoxyethyl 4-((4-hydroxy-2-methylcyclopentyl)amino)-1H-pyrrolo[2,3-b]pyridine-5-carboxylate OC1CC(C(C1)NC1=C2C(=NC=C1C(=O)OCCOC)NC=C2)C